tert-butyl 3-(3-(3-((2,6-dimethoxyphenyl)sulfonamido)-4-methoxybenzo[d]isoxazol-6-yl)phenyl)pyrrolidine-1-carboxylate COC1=C(C(=CC=C1)OC)S(=O)(=O)NC1=NOC2=C1C(=CC(=C2)C=2C=C(C=CC2)C2CN(CC2)C(=O)OC(C)(C)C)OC